FC(C(=O)O)(F)F.N[C@H]1C2(CN3N=CC=C31)CCN(CC2)C=2N=CC(=NC2)SC2=C(C=3N(C=C2)C=C(N3)NC(C(F)(F)F)=O)Cl (S)-N-(7-((5-(4'-amino-4'H,6'H-spiro[piperidine-4,5'-pyrrolo[1,2-b]pyrazol]-1-yl)pyrazin-2-yl)thio)-8-chloroimidazo[1,2-a]pyridin-2-yl)-2,2,2-trifluoroacetamide (trifluoroacetate)